C(=O)C1=C(C=2N(C(=C1)C(=O)O)C=CN2)O 7-formyl-8-hydroxyimidazo[1,2-a]pyridine-5-carboxylic acid